4-[3-[2,6-Dichloro-4-(8-cyclopropyl-3,8-diazabicyclo[3.2.1]octan-3-yl)benzoyl]-2,4-dihydro-1,3-benzoxazin-8-yl]-5-fluoro-2-(3-oxa-8-azabicyclo[3.2.1]octan-8-yl)benzoic acid ClC1=C(C(=O)N2COC3=C(C2)C=CC=C3C3=CC(=C(C(=O)O)C=C3F)N3C2COCC3CC2)C(=CC(=C1)N1CC2CCC(C1)N2C2CC2)Cl